gamma-aminopropyl-methyl-dimethoxysilane NCCC[Si](OC)(OC)C